2-bromo-6-[(3R)-oxolan-3-yl]-6,7-dihydro-4H-pyrazolo[1,5-a]pyrrolo[3,4-d]pyrimidine BrC1=NN2C(NC=3C(=C2)CN(C3)[C@H]3COCC3)=C1